C1(CC1)C1=NC=NC(=C1C=1N=C(C2=C(N1)NC(C=C2)=O)OC)OC 2-(4-cyclopropyl-6-methoxypyrimidin-5-yl)-4-methoxy-8H-pyrido[2,3-d]pyrimidin-7-one